FC1(C(C1C1=NSC(N1)=O)C(=O)NC=1C=CC(=NC1C)C1=C(C(=NO1)C)NC(O[C@H](C)C1=C(C=CC=C1)Cl)=O)F (R)-1-(2-chlorophenyl)ethyl (5-(5-(2,2-difluoro-3-(5-oxo-4,5-dihydro-1,2,4-thiadiazol-3-yl)cyclopropane-1-carboxamido)-6-methylpyridin-2-yl)-3-methylisoxazol-4-yl)carbamate